8-[(1R)-1-[(2-chloro-3-pyridinyl)amino]ethyl]-2-ethylsulfanyl-3,6-dimethyl-benzopyran-4-one ClC1=NC=CC=C1N[C@H](C)C1=CC(=CC=2C(C(=C(OC21)SCC)C)=O)C